COC1=CC=CC=2N1C(=C(C2)C)C(=O)O 5-methoxy-2-methylpyrrolo[1,5-a]pyridine-3-carboxylic acid